β-L-allose O[C@@H]1[C@@H](O)[C@@H](O)[C@@H](O)[C@@H](O1)CO